NC1=NC=2C=C(C(=CC2C2=C1C=NN2C)C(=O)N(C2CC2)CC2=NC=C(C(=C2)Cl)C#CC(C)(C)O)C 4-amino-N-((4-chloro-5-(3-hydroxy-3-methylbut-1-yn-1-yl)pyridin-2-yl)methyl)-N-cyclopropyl-1,7-dimethyl-1H-pyrazolo[4,3-c]quinoline-8-carboxamide